NCCCCC(=O)NC1=CC(=C(C(=O)OC)C=C1)C#CCN methyl 4-(5-aminopentanamido)-2-(3-aminoprop-1-yn-1-yl)benzoate